N,N,N',N'-tetrakis-(2-benzimidazolylmethyl)-2-hydroxy-1,3-diaminopropane N1=C(NC2=C1C=CC=C2)CN(CC(CN(CC=2NC1=C(N2)C=CC=C1)CC=1NC2=C(N1)C=CC=C2)O)CC=2NC1=C(N2)C=CC=C1